[N+](=O)([O-])C1=C(C(=O)O)C=C(C=C1)SSC=1C=CC(=C(C(=O)O)C1)[N+](=O)[O-] 5,5'-dithio-bis-(nitrobenzoic acid)